1-(3-cyanophenyl)-N-(5-((3-cyanophenyl)(hydroxy)methyl)-2-fluorophenyl)-3-(trifluoromethyl)-1H-pyrazole-5-carboxamide C(#N)C=1C=C(C=CC1)N1N=C(C=C1C(=O)NC1=C(C=CC(=C1)C(O)C1=CC(=CC=C1)C#N)F)C(F)(F)F